5,7-dimethyl-2-(m-tolyl)-6-(p-tolyl)-2,6-dihydro-1H-pyrrolo[3,4-d]pyridazin-1-one CC=1N(C(=C2C(N(N=CC21)C=2C=C(C=CC2)C)=O)C)C2=CC=C(C=C2)C